tert-butyl (S)-(2-(2-((4-(difluoromethoxy)phenyl)sulfonyl)-2,6-dihydropyrrolo[3,4-c]pyrazol-5(4H)-yl)-1-(3-fluorophenyl)-2-oxoethyl)carbamate FC(OC1=CC=C(C=C1)S(=O)(=O)N1N=C2C(=C1)CN(C2)C([C@H](C2=CC(=CC=C2)F)NC(OC(C)(C)C)=O)=O)F